CC1(C(N(CCO1)CC1(CCNCC1)C)=O)C 2,2-dimethyl-4-((4-methylpiperidin-4-yl)methyl)morpholin-3-one